(S)-2-aminopropionic acid 3,3-dimethylbutyl ester CC(CCOC([C@H](C)N)=O)(C)C